N-[4-(2,2'-binaphthyl-6-yl)phenyl]-N-(9,9-dimethyl-9H-fluoren-4-yl)dibenzofuran-2-amine C1=C(C=CC2=CC(=CC=C12)C1=CC=C(C=C1)N(C1=CC2=C(OC3=C2C=CC=C3)C=C1)C1=CC=CC=3C(C2=CC=CC=C2C13)(C)C)C1=CC3=CC=CC=C3C=C1